OC[C@H](C1=CC=CC=C1)NC1=CC(=NC=C1C1=NC(=NO1)N1CCOCC1)NC1=CC=C2C(NN(C2=C1)C(C)C)=O (S)-6-((4-((2-hydroxy-1-phenylethyl)amino)-5-(3-morpholino-1,2,4-oxadiazol-5-yl)pyridin-2-yl)amino)-1-isopropyl-1,2-dihydro-3H-indazol-3-one